3-(4,4-difluorotetrahydrofuran-3-yl)-1-methyl-1-[(3-methyl-4-pyridyl)methyl]urea FC1(C(COC1)NC(N(CC1=C(C=NC=C1)C)C)=O)F